O=C1NC=2C=C(C=CC2C=2N1C=CC2)C(=O)OC methyl 5-oxo-5,6-dihydropyrrolo[1,2-c]quinazoline-8-carboxylate